3-((4-bromo-2-chlorophenyl)amino)-5-fluoroisonicotinic acid BrC1=CC(=C(C=C1)NC1=C(C(=O)O)C(=CN=C1)F)Cl